(E)-3-(3-bromo-4-methoxyphenyl)-1-(3,4-dimethoxy-5-(methylseleno)phenyl)-2-methylpropan-2-en-1-one BrC=1C=C(C=CC1OC)/C=C(/C(=O)C1=CC(=C(C(=C1)[Se]C)OC)OC)\C